CN1C(C=2CCN=CC2C=C1)=O 6-methyl-5-oxo-3,4,5,6-tetrahydro-2,6-naphthyridin